(E)-3-((4-Hydroxybut-2-en-1-yl)oxy)-N-methoxybenzamide OC/C=C/COC=1C=C(C(=O)NOC)C=CC1